9-[(3-carbamoylphenyl)methyl]-3-pentyl-2,3,4,9-tetrahydro-1H-carbazole-8-carboxylic acid C(N)(=O)C=1C=C(C=CC1)CN1C2=C(C=CC=C2C=2CC(CCC12)CCCCC)C(=O)O